C(N1C(C=2C=CC=CC2C2=C1N(N=C2)C2CN(CC2)C(=O)C2=CC=NN2C)=O)([2H])([2H])[2H] 4-(methyl-d3)-3-(1-(1-methyl-1H-pyrazol-5-carbonyl)pyrrolidin-3-yl)-3,4-dihydro-5H-pyrazolo[3,4-c]isoquinolin-5-one